2-(3-cyano-1-isopropyl-1H-indol-5-yl)-2H-1,2,3-Triazole-4-carboxylic acid (pyridin-2-yl)methyl ester N1=C(C=CC=C1)COC(=O)C1=NN(N=C1)C=1C=C2C(=CN(C2=CC1)C(C)C)C#N